Methyl 4-nitro-1-((2-(trimethylsilyl)ethoxy)methyl)-1H-pyrazole-3-carboxylate [N+](=O)([O-])C=1C(=NN(C1)COCC[Si](C)(C)C)C(=O)OC